ClC=1C(=C(C=C(C1)F)[C@@](C([2H])([2H])[2H])([2H])NC(COC(F)F)=O)COC1=CC=C(C=C1)OC N-[(1S)-1-{3-chloro-5-fluoro-2-[(4-methoxyphenoxy)methyl]phenyl}(1,2,2,2-2H4)ethyl]-2-(difluoromethoxy)acetamide